3-(5-(4-(((oxetan-2-ylmethyl)amino)methyl)pyridin-2-yl)-1-oxoisoindolin-2-yl)piperidine-2,6-dione O1C(CC1)CNCC1=CC(=NC=C1)C=1C=C2CN(C(C2=CC1)=O)C1C(NC(CC1)=O)=O